C(CCCCCCCCC)(=O)N1C(CCCCC1)=O 1-decanoylazepan-2-one